2-Chloro-4-{[1-(4-difluoromethoxy-benzenesulfonyl)-1,2,3,4-tetrahydro-quinoline-7-carbonyl]-amino}-benzoic acid ClC1=C(C(=O)O)C=CC(=C1)NC(=O)C1=CC=C2CCCN(C2=C1)S(=O)(=O)C1=CC=C(C=C1)OC(F)F